Methyl 3-hydroxy-5-(trifluoromethyl)benzoate OC=1C=C(C(=O)OC)C=C(C1)C(F)(F)F